(2S,4R)-1-[(2S)-2-[4-(3-cyclobutylphenyl)triazol-1-yl]-3,3-dimethyl-butanoyl]-4-hydroxy-N-methyl-pyrrolidine-2-carboxamide C1(CCC1)C=1C=C(C=CC1)C=1N=NN(C1)[C@H](C(=O)N1[C@@H](C[C@H](C1)O)C(=O)NC)C(C)(C)C